triphenylsulfonium adamantan-1-yl-oxalate C12(CC3CC(CC(C1)C3)C2)OC(C(=O)[O-])=O.C2(=CC=CC=C2)[S+](C2=CC=CC=C2)C2=CC=CC=C2